4-methyl-2-(piperidin-1-yl)thiazole-5-carbaldehyde CC=1N=C(SC1C=O)N1CCCCC1